(S)-N-ethyl-2-(2-((1-(4-methoxybenzyl)-6-oxo-5-(trifluoromethyl)-1,6-dihydropyridazin-4-yl)amino)propoxy)-N-(piperidin-4-yl)acetamide hydrochloride Cl.C(C)N(C(COC[C@H](C)NC=1C=NN(C(C1C(F)(F)F)=O)CC1=CC=C(C=C1)OC)=O)C1CCNCC1